1-((2R,4S,5R)-5-(chloromethyl)-4-hydroxy-5-(hydroxymethyl)tetrahydrofuran-2-yl)pyrimidine-2,4(1H,3H)-dione ClC[C@]1([C@H](C[C@@H](O1)N1C(NC(C=C1)=O)=O)O)CO